Methyl ((1R,3R)-3-(3-(methyl-d3)-6-((6-(1-methyl-1H-pyrazol-4-yl)-8-(trifluoromethyl)quinolin-2-yl)amino)-2-oxo-2,3-dihydro-1H-imidazo[4,5-c]pyridin-1-yl)cyclopentyl)carbamate C(N1C(N(C2=C1C=NC(=C2)NC2=NC1=C(C=C(C=C1C=C2)C=2C=NN(C2)C)C(F)(F)F)[C@H]2C[C@@H](CC2)NC(OC)=O)=O)([2H])([2H])[2H]